C1(=CC=CC2=CC=CC=C12)O 1-NAPHThOL